C1(CC1)C(O)C1=CC(=NC(=C1)Cl)Cl Cyclopropyl-(2,6-dichloropyridin-4-yl)methanol